NC1=NC=C(C=C1O[C@H](C)C=1C=C(C=CC1)NC(C1=CC(=C(C(=C1)S(=O)(=O)C)C)C)=O)C=1C=NN(C1)C (R)-N-(3-(1-((2-Amino-5-(1-methyl-1H-pyrazol-4-yl)pyridin-3-yl)oxy)ethyl)phenyl)-3,4-dimethyl-5-(methylsulfonyl)benzamid